N-acetyl-N'-methylurea C(C)(=O)NC(=O)NC